2-dimethylamino-1-(piperazin-1-yl)ethan-1-one tertiary butyl-hydroxybenzoate C(C)(C)(C)C=1C(=C(C(=O)O)C=CC1)O.CN(CC(=O)N1CCNCC1)C